BrC1=C(N=C2N(C1=O)C=CC=C2C2=CC(=C(C=C2)C(=O)N2CC(OCC2)(F)F)F)C(F)(F)F 3-bromo-9-(4-((2,2-difluoromorpholin-4-yl)carbonyl)-3-fluorophenyl)-2-(trifluoromethyl)-4H-pyrido[1,2-a]pyrimidin-4-one